FC1=CC=C(C=C1)C1=C(CC2(CC2)C1)C1=CC=C(C=C1)S(=O)(=O)N 4-[6-(4-fluorophenyl)Spiro[2.4]hept-5-en-5-yl]benzenesulfonamide